ethyl tricyclo[5.2.1.02,6]decane-2-carboxylate C12C3(CCCC3C(CC1)C2)C(=O)OCC